N-(2-fluoro-4-nitrophenyl)-3-chlorobenzamide FC1=C(C=CC(=C1)[N+](=O)[O-])NC(C1=CC(=CC=C1)Cl)=O